S1C2=C(C=C1)C(=CC=C2)N2CCN(CC2)CCCCOC2=CC=C1C=CC(N(C1=C2)C(C(CCCCCCCC)(C)C)=O)=O 7-(4-(4-(benzo[b]thiophen-4-yl)piperazin-1-yl)butoxy)-1-(2,2-dimethyldecanoyl)quinolin-2(1H)-one